CC(=C)C(C(C)C)C 2,3,4-trimethyl-1-pentene